2-[6-amino-5-[4-(3-pyridylmethyl)piperazin-1-yl]pyridazin-3-yl]phenol NC1=C(C=C(N=N1)C1=C(C=CC=C1)O)N1CCN(CC1)CC=1C=NC=CC1